COC1C=C(C=O)C=CC=1O p-hydroxy-m-methoxybenzaldehyde